CN1CC(\C(\CC1)=C\C(=O)OCC)C ethyl (2E)-2-(1,3-dimethyl-4-piperidylidene)acetate